N-propyl-2-(5-(trifluoromethyl)-1,2,4-oxadiazol-3-yl)-4,7-dihydrothieno[2,3-c]pyridine-6(5H)-carboxamide C(CC)NC(=O)N1CC2=C(CC1)C=C(S2)C2=NOC(=N2)C(F)(F)F